5-((7-(tert-butyl)-N-methyl-2H-benzopyran-3-carboxamido)methyl)-2-methylthiophene-3-carboxylic acid C(C)(C)(C)C1=CC2=C(C=C(CO2)C(=O)N(C)CC2=CC(=C(S2)C)C(=O)O)C=C1